COC1=C(C=CC(=C1)C(F)(F)F)C1=C(N=C(N=N1)NC[C@H]1N(CCC1)C(C)=O)C 1-{(2S)-2-[({6-[2-methoxy-4-(trifluoromethyl)phenyl]-5-Methyl-1,2,4-triazin-3-yl}amino)methyl]pyrrolidin-1-yl}ethan-1-one